COC1=C(C=C(C=N[S@@](=O)C(C)(C)C)C=C1)[N+](=O)[O-] (S)-N-(4-methoxy-3-nitrobenzylidene)-2-methylpropane-2-sulfinamide